6-chloro-1H-benzo[d][1,2,3]triazol-1-yl (2-(pyridin-2-yldisulfaneyl)ethyl) carbonate C(ON1N=NC2=C1C=C(C=C2)Cl)(OCCSSC2=NC=CC=C2)=O